BrC1=C(OC2=CC=C(C=C2)CCC2CCN(CC2)C(=O)OC(C)(C)C)C=CC(=C1)N1S(CCCC1)(=O)=O tert-butyl 4-[2-[4-[2-bromo-4-(1,1-dioxothiazinan-2-yl)phenoxy]phenyl]ethyl]piperidine-1-carboxylate